tert-butyl(3-((3-((6-(4H-1,2,4-triazol-4-yl)-1H-indazol-4-yl)oxy)propyl)amino)propyl)(3-chloro-4-(trifluoromethoxy)benzyl)carbamate C(C)(C)(C)OC(N(CC1=CC(=C(C=C1)OC(F)(F)F)Cl)CCCNCCCOC1=C2C=NNC2=CC(=C1)N1C=NN=C1)=O